[4-[2-[4-hydroxy-6-(trifluoromethyl)-3-quinolyl]-3H-imidazo[4,5-b]pyridin-7-yl]-1-piperidyl]-[4-(trifluoromethoxy)phenyl]methanone OC1=C(C=NC2=CC=C(C=C12)C(F)(F)F)C1=NC=2C(=NC=CC2C2CCN(CC2)C(=O)C2=CC=C(C=C2)OC(F)(F)F)N1